(2s,4s)-5-chloro-6-fluoro-2-(((((trans)-4-hydroxycyclohexyl)amino)methyl)-2-phenyl-2,3-dihydrobenzofuran-4-yl)-4-(difluoromethoxy)-3-fluorobenzamide ClC=1C(=C(C(=C(C(=O)N)C1F)C1=CC=CC2=C1C[C@](O2)(C2=CC=CC=C2)CN[C@@H]2CC[C@H](CC2)O)F)OC(F)F